[18F]C(CCSCCC(=O)O)C\C=C/C\C=C/C\C=C/CC 3-{[(5Z,8Z,11Z)-3-[18F]fluorotetradeca-5,8,11-trien-1-yl]sulfanyl}propanoic acid